C[C@@H]1O[C@@H](CN(C1)C1=CC=CC(=N1)C1=NC2=CC(=NC=C2C=C1)CNC(C1=CC(=C(C=C1)C)C1(CCNCC1)O)=O)C N-((2-(6-((cis)-2,6-dimethylmorpholino)pyridin-2-yl)-1,6-naphthyridin-7-yl)methyl)-3-(4-hydroxypiperidin-4-yl)-4-methylbenzamide